tert-butyl (3R)-3-[(2-bromothieno[3,2-c]pyridin-4-yl)amino]piperidine-1-carboxylate BrC1=CC=2C(=NC=CC2S1)N[C@H]1CN(CCC1)C(=O)OC(C)(C)C